C1(CC1)COC=1C=C(C=NC1)/C(=C/C=1C=C(C=NC1C)C(=O)N[C@@H]1[C@H](CCCC1)O)/F 5-{(Z)-2-[5-(cyclopropylmethoxy)pyridin-3-yl]-2-fluorovinyl}-N-[(1S,2S)-2-hydroxycyclohexyl]-6-methylpyridine-3-carboxamide